ClC1=NC(=C2N=CN(C2=N1)[C@H]1[C@@H]([C@@H]([C@@H]2C[C@H]12)O)O)NC([2H])([2H])[2H] (1R,2R,3S,4R,5S)-4-(2-chloro-6-(methyl-d3-amino)-9H-purin-9-yl)bicyclo[3.1.0]hexane-2,3-diol